methyl (3S)-3-(4-bromophenyl)-butyrate BrC1=CC=C(C=C1)[C@H](CC(=O)OC)C